(R)-5-(5-(difluoromethoxy)pyridin-3-yl)-N-(1-(4-fluorophenyl)ethyl)pyrazin-2-amine FC(OC=1C=C(C=NC1)C=1N=CC(=NC1)N[C@H](C)C1=CC=C(C=C1)F)F